N-(2-(6-(2,6-dichloro-3,5-dimethoxyphenyl)-4,5-dihydro-1H-indazol-3-yl)-4-morpholinophenyl)acrylamide ClC1=C(C(=C(C=C1OC)OC)Cl)C=1CCC=2C(=NNC2C1)C1=C(C=CC(=C1)N1CCOCC1)NC(C=C)=O